O([C@@H]1[C@@H](O)[C@@H](O)[C@H](O)[C@H](O1)CO)C1=CC=C(C=C1)N=C=S 4-isothiocyanatophenyl α-D-mannopyranoside